Cl.NC=1C=C(OC1)C(=O)OCC Ethyl 4-aminofuran-2-carboxylate hydrochloride